C(C)(C)(C)C=1C=CC=2N(C3=CC=CC=C3C2C1)C1=CC=C(C=C1)C1=C(C(=CC(=N1)N1C2=C(C=3C=CC=CC13)C=NC=C2)C2=C(C=CC=C2)C2=NC(=NC(=N2)C2=CC=CC=C2)C2=CC=CC=C2)N2C1=C(C=3C=CC=CC23)C=NC=C1 5,5'-(6-(4-(3-(tert-butyl)-9H-carbazol-9-yl)phenyl)-4-(2-(4,6-diphenyl-1,3,5-triazin-2-yl)phenyl)pyridine-2,5-diyl)bis(5H-pyrido[4,3-b]indole)